C1C(CC2=CC=CC=C12)NC(=O)C1=NC(=NC(=C1)NC(C)(CC(C)(C)C)C)NC1=C(C=CC=C1)O N-(2,3-dihydro-1H-inden-2-yl)-2-((2-hydroxyphenyl)amino)-6-((2,4,4-trimethylpentan-2-yl)amino)pyrimidine-4-carboxamide